Dimethyl-Tryptamine tert-butyl-benzodioxol-4-ylcarbamate C(C)(C)(C)N(C(O)=O)C1=CC=CC=2OCOC21.CN(CCC2=CNC1=CC=CC=C21)C